C(C)(C)N1N=C(C=C1)C=1C(=C2C(=NC(=NN2C1)C=1N(C=CN1)C)NC=1N=NC=CC1)C 6-(1-Isopropyl-1H-pyrazol-3-yl)-5-methyl-2-(1-methyl-1H-imidazol-2-yl)-N-(pyridazin-3-yl)pyrrolo[2,1-f][1,2,4]triazin-4-amine